C1=CC=CC=2C3=CC=CC=C3C(C12)COC(=O)N([C@H](C(=O)O)CCC1=CC(=CC=C1)F)C (S)-2-((((9H-fluoren-9-yl)methoxy)carbonyl)(methyl)amino)-4-(3-fluorophenyl)butanoic acid